[N+](=O)([O-])[O-].[Fe+2].OC=1C=C(C=CC1O)/C=C/C(=O)NCC=1N=NN(C1)CC1=CC(=CC=C1)C.[N+](=O)([O-])[O-] (E)-3-(3,4-dihydroxyphenyl)-N-((1-(3-methylbenzyl)-1H-1,2,3-triazol-4-yl)methyl)acrylamide Iron(II) nitrate